ClC1=CC=C(COC2CCC(CC2)CN[C@@H]2C=C([C@@H]([C@@H]([C@H]2O)O)O)CF)C=C1 (1S,2S,3S,6R)-6-(((4-((4-chlorobenzyl)oxy)cyclohexyl)methyl)amino)-4-(fluoromethyl)cyclohex-4-ene-1,2,3-triol